(4-((3-chlorophenyl)amino)-3-nitrophenyl)(piperidin-1-yl)methanone ClC=1C=C(C=CC1)NC1=C(C=C(C=C1)C(=O)N1CCCCC1)[N+](=O)[O-]